COC=1C=C2C(=NC=NC2=CC1OC)C1CCN(CCC1)S(=O)(=O)NC(OC(C)(C)C)=O tert-butyl ((4-(6,7-dimethoxyquinazolin-4-yl)azepan-1-yl)sulfonyl)carbamate